(tert-butoxycarbonyl)glycylglycine 2,5-dioxopyrrolidin-1-yl ester O=C1N(C(CC1)=O)OC(CNC(CNC(=O)OC(C)(C)C)=O)=O